FC(C1=C(C=C(C=C1)C)C=1CCCC2=C(C1C1=CC=C(C=C1)C=C1CN(C1)CCCF)C=CC(=C2)C(=O)O)F 8-(2-(difluoromethyl)-5-methylphenyl)-9-(4-((1-(3-fluoropropyl)azetidin-3-ylidene)methyl)phenyl)-6,7-dihydro-5H-benzo[7]annulene-3-carboxylic acid